4-[5-(2,8-dimethylimidazo[1,2-b]pyridazin-6-yl)-7-oxo-6H-pyrazolo[4,3-d]pyrimidin-2-yl]piperidine-1-carboxylic acid tert-butyl ester C(C)(C)(C)OC(=O)N1CCC(CC1)N1N=C2C(N=C(NC2=O)C=2C=C(C=3N(N2)C=C(N3)C)C)=C1